1-((2-Methyl-5-(5-phenyl-4H-1,2,4-triazol-3-yl)phenyl)sulfonyl)piperidin CC1=C(C=C(C=C1)C1=NN=C(N1)C1=CC=CC=C1)S(=O)(=O)N1CCCCC1